S(S)S thiomercaptan